3-(6-(2,2,6,6-tetramethyl-1,2,3,6-tetrahydropyridin-4-yl)pyridazin-3-yl)naphthalene-2,7-diol CC1(NC(C=C(C1)C1=CC=C(N=N1)C=1C(=CC2=CC(=CC=C2C1)O)O)(C)C)C